FC(OC1=CC=C(C=N1)CC1CC2(CN(C2)C(=O)N2C[C@H]3[C@H](OCC(N3)=O)CC2)C1)(F)F (4aS,8aR)-6-[6-[[6-(trifluoromethoxy)-3-pyridyl]methyl]-2-azaspiro[3.3]heptane-2-carbonyl]-4,4a,5,7,8,8a-hexahydropyrido[4,3-b][1,4]oxazin-3-one